6-chloro-5-(2-(((5-((2-(trimethylsilyl)ethoxy)methoxy)pyridin-3-yl)methyl)amino)ethoxy)quinazolin-4(3H)-one ClC=1C(=C2C(NC=NC2=CC1)=O)OCCNCC=1C=NC=C(C1)OCOCC[Si](C)(C)C